C1(=CC=CC=C1)P(C1=CC=CC=C1)(C1=CC=CC=C1)[Pd](Cl)(Cl)P(C1=CC=CC=C1)(C1=CC=CC=C1)C1=CC=CC=C1 Bis(triphenylphosphino)dichloropalladium